disodium tetrachloroterephthalate ClC1=C(C(=C(C(=C1C(=O)[O-])Cl)Cl)C(=O)[O-])Cl.[Na+].[Na+]